[Li+].[Li+].C(C=1C(C(=O)O)=CC(C(=O)O)=C(C([O-])=N)C1)([O-])=N pyromellitic acid diimide dilithium salt